FC1=CC=C(C=C1)C1=C(C(=CC=C1)COC1=CC(=C(C=2CCCC12)C=O)O)C 7-({4'-fluoro-2-methyl-[1,1'-biphenyl]-3-yl}methoxy)-5-hydroxy-2,3-dihydro-1H-indene-4-carbaldehyde